bis(2,2-dioxido-1,2-oxathiolane-4-yl) sulfate S(=O)(=O)(OC1CS(OC1)(=O)=O)OC1CS(OC1)(=O)=O